COC1=C(C=C(C=C1)NC1=NC=C(C(=N1)NN1C(OC2=C1C=CC=C2)=O)C)C (2-(4-methoxy-3-methylphenylamino)-5-methylpyrimidin-4-ylamino)benzo[d]oxazol-2(3H)-one